Cl.O1N=CC(=C1)N 1,2-oxazol-4-amine hydrochloride